C(C)(C)(C)OC(=O)NC=1C=C2C(=NN(C2=CC1)CC(=O)N([C@@H](CO[Si](C)(C)C(C)(C)C)C)CC(=O)O)C(N)=O (R)-2-(2-(5-(tert-butyloxycarbonylamino)-3-carbamoyl-1H-indazol-1-yl)-N-(1-(tert-butyldimethylsilyloxy)propan-2-yl)acetamido)acetic acid